FC1(CCC(CC1)CNC1CCC(CC1)CS(=O)(=O)N1[C@H]2CC(C[C@@H]1CC2)NC(=O)C2=NOC(=C2)C2COC2)F N-((1R,3R,5S)-8-((((1r,4R)-4-(((4,4-difluorocyclohexyl)methyl)amino)cyclohexyl)methyl)sulfonyl)-8-azabicyclo[3.2.1]octan-3-yl)-5-(oxetan-3-yl)isoxazole-3-carboxamide